N-[2-(2-chlorophenyl)-3-(4-chlorophenyl)-5,6,7,8-tetrahydrooxepino[3,2-c]pyrazol-8-yl]-1-methylsulfonyl-piperidine-4-carboxamide ClC1=C(C=CC=C1)N1N=C2C(=C1C1=CC=C(C=C1)Cl)OCCCC2NC(=O)C2CCN(CC2)S(=O)(=O)C